C(C)OC(=O)C1=NN(C(=C1CCNC(C(F)F)C)Cl)CC1=C(C=C(C=C1)F)F 5-Chloro-1-(2,4-difluorobenzyl)-4-(2-((1,1-difluoropropan-2-yl)amino)ethyl)-1H-pyrazole-3-carboxylic acid Ethyl ester